BrC=1C=2N(C(=NN1)N[C@H]1CN(CCC1)C)N=C(C2)C (R)-4-Bromo-2-methyl-N-(1-methylpiperidin-3-yl)pyrazolo[1,5-d][1,2,4]triazin-7-amine